(2R)-2-[1-(1-Fluorocyclopropan-1-carbonyl)-1,2,3,4-tetrahydrochinolin-6-yl]-N-(5-fluoropyridin-2-yl)propanamid FC1(CC1)C(=O)N1CCCC2=CC(=CC=C12)[C@H](C(=O)NC1=NC=C(C=C1)F)C